[3-[3-chloro-4-(trifluoromethoxy)phenyl]azetidin-1-yl]-[6-(4-cyclopropylimidazol-1-yl)-2-azaspiro[3.3]heptan-2-yl]methanone ClC=1C=C(C=CC1OC(F)(F)F)C1CN(C1)C(=O)N1CC2(C1)CC(C2)N2C=NC(=C2)C2CC2